FC1=C(C=CC=C1F)O 2,3-difluorophenol